5-acetyl-6-methyl-2-(1-methyl-1H-imidazol-4-yl)indolizine-7-carboxylic acid ethyl ester C(C)OC(=O)C=1C(=C(N2C=C(C=C2C1)C=1N=CN(C1)C)C(C)=O)C